C1(CC1)N(CC[C@@H](C(=O)O)NC(=O)OCC=1C=NC=CC1)CCCCC1=NC=2NCCCC2C=C1 (S)-4-(cyclopropyl(4-(5,6,7,8-tetrahydro-1,8-naphthyridin-2-yl)butyl)amino)-2-(((pyridin-3-ylmethoxy)carbonyl)amino)butanoic acid